N-{[3-(bromomethyl)-2-chloroquinolin-7-yl]methyl}-6-cyclopropyl-N-(2-methanesulfonylpyridin-3-yl)pyridine-3-carboxamide BrCC=1C(=NC2=CC(=CC=C2C1)CN(C(=O)C=1C=NC(=CC1)C1CC1)C=1C(=NC=CC1)S(=O)(=O)C)Cl